5-((methyl(N-(4-(trifluoromethoxy)phenyl)sulfamoyl)amino)methyl)pyrazolo[1,5-a]pyridine-3-carboxamide CN(S(NC1=CC=C(C=C1)OC(F)(F)F)(=O)=O)CC1=CC=2N(C=C1)N=CC2C(=O)N